1,3-dipropenyl-tetrahydroxydisiloxane C(=CC)[Si](O[Si](C=CC)(O)O)(O)O